FC(OC1=C2C=C(NC2=CC=C1)C(=O)N1[C@@H]([C@@H]2[C@H](C1)CCC2)C(=O)N[C@H](C(=O)OC)C[C@H]2C(NCC2)=O)F methyl (S)-2-((1S,3aR,6aS)-2-(4-(difluoromethoxy)-1H-indole-2-carbonyl)octahydrocyclopenta[c]pyrrole-1-carboxamido)-3-((S)-2-oxopyrrolidin-3-yl)propanoate